2-ethylthioxanthone C(C)C1=CC=2C(C3=CC=CC=C3SC2C=C1)=O